N1,N1,N3-Tris(3-aminopropyl)-N3-octadecyl-1,3-propanediamine NCCCN(CCCN(CCCCCCCCCCCCCCCCCC)CCCN)CCCN